C(=O)O.C(C)N1CCOCC1 N-ethylmorpholine formate